4-methyl-1H-1,2,3-triazole CC=1N=NNC1